rac-5-bromo-2-(2-(tert-butoxy)-1-fluoroethyl)pyridine BrC=1C=CC(=NC1)[C@H](COC(C)(C)C)F |r|